Methoxymethylpyrazin COCC1=NC=CN=C1